COC(=O)C1(CC(N(C(C1)C)CC1=C(C(=CC=C1)Cl)F)C)CC1=NC(=CC=C1F)Br methyl-4-((6-bromo-3-fluoropyridin-2-yl) methyl)-1-(3-chloro-2-fluorobenzyl)-2,6-dimethylpiperidine-4-carboxylate